(S)- or (R)-methyl 4-[(2-{5-[3-chloro-6-(difluoromethyl)-2-fluorophenyl]-1-oxidopyridin-2-yl}-3-cyclobutylpropanoyl)amino]benzoate ClC=1C(=C(C(=CC1)C(F)F)C=1C=CC(=[N+](C1)[O-])[C@@H](C(=O)NC1=CC=C(C(=O)OC)C=C1)CC1CCC1)F |o1:17|